Perfluorobutyl-4H-benzopyran-4-one FC1=C(OC2=C(C1=O)C(=C(C(=C2F)F)F)F)C(C(C(C(F)(F)F)(F)F)(F)F)(F)F